N[C@H]1COCC[C@@H]1CC=1C=C2CN(C(C2=CC1)=O)C1C(NC(CC1)=O)=O 3-(5-(((3R,4S)-3-aminotetrahydro-2H-pyran-4-yl)methyl)-1-oxoisoindolin-2-yl)piperidine-2,6-dione